(1S,2S,4R,5R,6R,7S)-7-(2-methylpyridin-4-yl)-N-[3-(trifluoromethoxy)phenyl]-8-oxatricyclo[3.2.1.02,4]octane-6-carboxamide CC1=NC=CC(=C1)[C@@H]1[C@H]([C@H]2[C@@H]3C[C@@H]3[C@@H]1O2)C(=O)NC2=CC(=CC=C2)OC(F)(F)F